[Na+].C1(=CC=CC=2C(C=3C(=CC=CC3C(C12)=O)S(=O)(=O)[O-])=O)S(=O)(=O)[O-].[Na+] anthraquinone-1,5-disulfonic acid sodium salt